CN(C1CCN(CC1)C1=CC=C(C=N1)C1=CC=2C3=C(N=NC2C=C1F)N(C(N3C3CCOCC3)=O)C)C 8-(6-(4-(dimethylamino)piperidin-1-yl)pyridin-3-yl)-7-fluoro-3-methyl-1-(tetrahydro-2H-pyran-4-yl)-1,3-dihydro-2H-imidazo[4,5-c]cinnolin-2-one